S(=O)(=O)(O)O.NC1=NNC=C1C(=O)N.NC1=NNC=C1C(=O)N 3-aminopyrazole-4-carboxamide hemisulfate salt